C(C)NC(=O)N1[C@H]([C@H](CC1)C1=NNC=C1)CO[C@@H]1CC[C@@H](CC1)C1=CC=CC=C1 (CIS)-N-ethyl-2-((((CIS)-4-phenylcyclohexyl)oxy)methyl)-3-(1H-pyrazol-3-yl)pyrrolidine-1-carboxamide